3-pyridinyl-2H-indazole-1-carboxamide N1=C(C=CC=C1)C1NN(C2=CC=CC=C12)C(=O)N